CN(C1CCN(CC1)C1=C(C=C(C=C1)NC=1N=CC2=C(N1)N(C=C2)C=2C=C(C=CC2)NS(=O)(=O)C(C)(C)C)F)C N-(3-(2-((4-(4-(dimethylamino)piperidin-1-yl)-3-fluorophenyl)amino)-7H-pyrrolo[2,3-d]pyrimidin-7-yl)phenyl)-2-methylpropane-2-sulfonamide